N-4-vinylphenyl-N,N-dimethylamine C(=C)C1=CC=C(C=C1)N(C)C